F[C@H]1CN(C[C@@H]([C@H]1NC(=O)C1=CC(=CC2=C(C=NN12)CC(F)(F)F)C#CCNC1=C(C=C(C(=C1)F)C(NC)=O)OC)C)C N-[(3S,4R,5S)-3-fluoro-1-methyl-5-methyl-4-piperidyl]-5-{3-[5-fluoro-2-methoxy-4-(N-methylcarbamoyl)phenylamino]-1-propynyl}-3-(2,2,2-trifluoroethyl)-1,7a-diaza-7-indenecarboxamide